CC(C)CCC[C@@H](C)[C@H]1CCC2=C3CC[C@H]4C[C@H](CC[C@]4(C)[C@H]3CC[C@]12C)O 5alpha-Cholest-8(14)-en-3beta-ol